N-(8-((2,6-dimethylbenzyl)amino)-2,3-dimethylimidazo[1,2-a]pyridin-6-yl)azetidine-1-carboxamide CC1=C(CNC=2C=3N(C=C(C2)NC(=O)N2CCC2)C(=C(N3)C)C)C(=CC=C1)C